C[Si](CCOCN1N=CC=2C=NC(=CC21)NC=2C=NN(C2)CCO)(C)C 2-(4-((1-((2-(trimethylsilyl)ethoxy)methyl)-1H-pyrazolo[4,3-c]pyridin-6-yl)amino)-1H-pyrazol-1-yl)ethan-1-ol